2-((((5R)-7,7-Dimethyl-5-phenyl-4,5,6,7-tetrahydropyrazolo[1,5-a]pyrimidin-3-yl)carbonyl)amino)-2-(4-ethylphenyl)butanoyl-L-aspartamide CC1(C[C@@H](NC=2N1N=CC2C(=O)NC(C(=O)N[C@@H](CC(=O)N)C(=O)N)(CC)C2=CC=C(C=C2)CC)C2=CC=CC=C2)C